2-anilinoquinazoline-4(3H)-one N(C1=CC=CC=C1)C1=NC2=CC=CC=C2C(N1)=O